C(CCCCC)C1(CCC(O1)=O)C 5-hexyl-5-methyloxolan-2-one